N-[2-[(4S)-2,2-dimethyl-1,3-dioxan-4-yl]ethyl]prop-2-yn-1-amine CC1(OCC[C@@H](O1)CCNCC#C)C